Lithium phenolat C1(=CC=CC=C1)[O-].[Li+]